3-(4-(2-(1,5-dimethyl-6-oxo-1,6-dihydropyridin-3-yl)-3-isopropyl-1H-indol-5-yl)piperidin-1-yl)propionitrile CN1C=C(C=C(C1=O)C)C=1NC2=CC=C(C=C2C1C(C)C)C1CCN(CC1)CCC#N